C[C@@H]1CC[C@@H]2[C@@H]1C[C@@]3([C@H]4C[C@]2([C@]3(C(=C4)C(C)C)C(=O)O)C=O)CO[C@H]5C[C@H]6[C@@H]([C@H](O5)C)OC(O6)(C)C The molecule is a tetracyclic diterpenoid that is a semisynthetic analogue of sordadin. It has a tetracyclic diterpene glycoside structure. It has a role as an antifungal agent and a protein synthesis inhibitor. It is a glycoside, a monosaccharide derivative, a tetracyclic diterpenoid and a semisynthetic derivative. It derives from a sordarin.